BrC(CC[Si](OCCC)(OCCC)OCCC)(Br)Br 3,3,3-tribromopropyltri-n-propoxysilane